C(=C)C=1C=C(C=CC1)NC(OCCCC)=O Butyl (3-vinylphenyl)carbamate